DL-Dithiothreitol SC[C@@H](O)[C@H](O)CS |r|